OCCN(C1=CC=C(C=C1)C)CCO N,N-di(β-hydroxylethyl)-p-toluidine